(Z)-7,9-dodecadienyl acetate C(C)(=O)OCCCCCC\C=C/C=CCC